FC=1C=C(C=NC1)CC(=O)O 2-(5-fluoropyridin-3-yl)acetic acid